C(C)(C)C=1C(=CC2=C(N(C(N2)=O)C2CCC(CC2)NC(C)C)C1)C=1C=C(C=2N(C1)N=CN2)OC 6-Isopropyl-1-((1S,4S)-4-(isopropylamino)cyclohexyl)-5-(8-methoxy-[1,2,4]triazolo[1,5-a]pyridin-6-yl)-1,3-dihydro-2H-benzo[d]imidazol-2-on